4-amino-3-(difluoromethyl)-1H-pyrazole NC=1C(=NNC1)C(F)F